OCC([C@H]1CC[C@H]2[C@@H]3CCC4=CC(C=C[C@]4(C)[C@H]3CC[C@]12C)=O)=O 21-hydroxypregna-1,4-diene-3,20-dione